CN(C(C1=CC(=CC=C1)CC=O)=O)C1=CC=CC=C1 N-methyl-3-(2-oxoethyl)-N-phenylbenzamide